C(C)C1=CC=CC=C1N1C(CCC1)=O 2-ethyl-3-(2-oxopyrrolidin-1-yl)benzene